(3R)-4-[6-allyloxy-5-chloro-2-(4-chlorothiazol-5-yl)pyrimidin-4-yl]-3-methyl-piperazine-1-carboxylic acid tert-butyl ester C(C)(C)(C)OC(=O)N1C[C@H](N(CC1)C1=NC(=NC(=C1Cl)OCC=C)C1=C(N=CS1)Cl)C